C(C)(C)C1=C(C(=CC(=C1)C(C)C)C(C)C)B(OC)OC dimethyl (2,4,6-triisopropylphenyl)boronate